2-(isoindolin-2-ylmethyl)-5-((1-propionylpiperidin-4-yl)methoxy)-4H-pyran-4-one C1N(CC2=CC=CC=C12)CC=1OC=C(C(C1)=O)OCC1CCN(CC1)C(CC)=O